Cl.COC=1C=C2C=CN=C(C2=CC1)C1(CCC(CC1)N)N 1-(6-methoxyisoquinolin-1-yl)cyclohexane-1,4-diamine hydrochloride